2-[1-[4-[[3-[4-(Cyanomethoxy)-2,3-difluoro-phenyl]imidazo[1,2-a]pyrazin-8-yl]amino]-2-methyl-benzoyl]-4-piperidyl]ethyl-trimethyl-ammonium formate C(=O)[O-].C(#N)COC1=C(C(=C(C=C1)C1=CN=C2N1C=CN=C2NC2=CC(=C(C(=O)N1CCC(CC1)CC[N+](C)(C)C)C=C2)C)F)F